2,5-dioxapentaborane BOBBO